FC(C1=CC=C(CO[C@H]2[C@@H](CNC2)NC2=NC=C(C=N2)N2C(CCC2)=O)C=C1)(F)F 1-(2-(trans-4-(4-(trifluoromethyl)benzyloxy)pyrrolidin-3-ylamino)pyrimidin-5-yl)pyrrolidin-2-one